C(C)(C)[Te]C(C)C Diisopropyl telluride